5-(3-Ethoxy-4-hydroxybenzylidene)-1,3-dimethylpyrimidine-2,4,6(1H,3H,5H)-trione C(C)OC=1C=C(C=C2C(N(C(N(C2=O)C)=O)C)=O)C=CC1O